FC1=C(C=C(C(=C1)OC)F)C1=CC=C2C(C(COC2=C1)(C)C)NC(O[C@@H]1CN2CCC1CC2)=O (S)-quinuclidin-3-yl (7-(2,5-difluoro-4-methoxyphenyl)-3,3-dimethylchroman-4-yl)carbamate